C(CC)OCCC din-propyl ether